C(C)C1(COC1)COCC1=C(C=CC=C1)S(=O)(=O)C1=C(C=CC=C1)COCC1(COC1)CC Bis[(3-ethyl-3-oxetanylmethoxy) methyl-phenyl] sulfone